O1CCC(CC1)N1N=CC(=C1)C(=O)O 1-(tetrahydro-2H-pyran-4-yl)-1H-pyrazole-4-carboxylic acid